2-(tert-Butyl)-7-methyl-4-phenyl-5-(propan-2-ylidene)-5H-benzo[d][1,3]diazepine C(C)(C)(C)C=1N=C(C(C2=C(N1)C=CC(=C2)C)=C(C)C)C2=CC=CC=C2